C(#N)C1=C(C=CC=C1)NC(C(C)C)=O N-(2-cyanophenyl)-2-methylpropanamide